C1N(CCC2=CC=CC=C12)C[C@@H](CNC1=NNC2=C1N=CN=C2O)O (R)-3-((3-(3,4-dihydroisoquinolin-2(1H)-yl)-2-hydroxypropyl)amino)-1H-pyrazolo[4,3-d]pyrimidin-7-ol